CC1N(C(CNC1)C)C=1C=C2CN(C(C2=C(C1)F)=O)C1C(NC(CC1)=O)=O 3-(5-(2,6-dimethylpiperazin-1-yl)-7-fluoro-1-oxoisoindolin-2-yl)piperidine-2,6-dione